CN1N=CC(=C1)C1=NC=C(C=C1)B1OC(C(O1)(C)C)(C)C 2-(1-methylpyrazol-4-yl)-5-(4,4,5,5-tetramethyl-1,3,2-dioxaborolan-2-yl)pyridine